tert-butyl (S)-4-(4-((R)-3-(tert-butoxy)-2-hydroxy-3-oxopropoxy) phenyl)-2-((tert-butoxycarbonyl) (2-((tert-butoxy-carbonyl) amino) ethyl) amino)-4,5-dihydro-1H-imidazole-1-carboxylate C(C)(C)(C)OC([C@@H](COC1=CC=C(C=C1)[C@@H]1N=C(N(C1)C(=O)OC(C)(C)C)N(CCNC(=O)OC(C)(C)C)C(=O)OC(C)(C)C)O)=O